N1(N=CC=C1)C1=CC(=NC=N1)N[C@H](C(=O)O)CCN(CCCCC1=NC=2NCCCC2C=C1)CCCF (S)-2-((6-(1H-pyrazol-1-yl)pyrimidin-4-yl)amino)-4-((3-fluoropropyl)(4-(5,6,7,8-tetrahydro-1,8-naphthyridin-2-yl)butyl)amino)butanoic acid